4-chlorophenyl-carboxamide ClC1=CC=C(C=C1)C(=O)N